(S)-2,3-DIMETHYLBUTANOIC ACID C[C@H](C(=O)O)C(C)C